((2-methoxyethyl)imino)(methyl)(2-methyl-6-(5-(trifluoromethyl)-1,2,4-oxadiazol-3-yl)imidazo[1,2-a]pyridin-3-yl)-λ6-sulfanone COCCN=S(=O)(C1=C(N=C2N1C=C(C=C2)C2=NOC(=N2)C(F)(F)F)C)C